(4-Acetylpiperazin-1-yl)-8-bromo-3,6-dimethylquinazolin-4(3H)-one C(C)(=O)N1CCN(CC1)C1=NC2=C(C=C(C=C2C(N1C)=O)C)Br